6-sulfo-cytosine S(=O)(=O)(O)C1=CC(=NC(N1)=O)N